FC1=CC(NC(N1)=O)=O 6-Fluorouracil